ClCCN1CCS(CC1)(=O)=O 4-(2-chloroethyl)thiomorpholine-1,1-dioxide